COC=1C=C2C=CC(=CC2=CC1)CNNCC1=CC=C(C(=O)NC(C)C)C=C1 4-((2-(6-methoxy-2-naphthylmethyl)hydrazino)methyl)-N-isopropylbenzamide